NC=1C(=CC=2SCC[C@@H]3N(C2N1)CCNC3)Br (S)-2-amino-3-bromo-6,7,7a,8,10,11-hexahydro-9H-pyrazino[1,2-d]pyrido[3,2-b][1,4]thiazepin